N-(4-(6-fluoro-3,4-dihydroisoquinolin-2(1H)-yl-1,1,3,3,4,4-d6)-2,6-dimethylphenyl)-3,3-dimethylbutanamide FC=1C=C2C(C(N(C(C2=CC1)([2H])[2H])C1=CC(=C(C(=C1)C)NC(CC(C)(C)C)=O)C)([2H])[2H])([2H])[2H]